FC1(CCN(CC1)C1=NC(=NC(=N1)C1=NC(=CC=C1)C(F)(F)F)NC1=CC(=NC=C1)C(F)(F)F)F (4,4-Difluoropiperidin-1-yl)-6-(6-(trifluoromethyl)pyridin-2-yl)-N-(2-(trifluoromethyl)pyridin-4-yl)-1,3,5-triazin-2-amine